OC1CCN(CC1)C=1SC=C(N1)C(=O)N[C@@H]1CN(CC1)C=1C=2N(C=C(N1)C(C)C)C=CC2 2-(4-hydroxy-1-piperidyl)-N-[(3S)-1-(3-isopropylpyrrolo[1,2-a]pyrazin-1-yl)pyrrolidin-3-yl]thiazole-4-carboxamide